C(C)(C)(C)OC(=O)N1C[C@H](CC1)NC1=C2C=CC=NC2=C(C=C1)C(N(C1=CC=CC=C1)C)=O (S)-3-((8-(methyl-(phenyl)carbamoyl)quinolin-5-yl)amino)pyrrolidine-1-carboxylic acid tert-butyl ester